4-cyano-4'-pentyl-terphenyl C(#N)C1=CC=C(C=C1)C=1C(=CC(=CC1)CCCCC)C1=CC=CC=C1